C[Si](C)(C)N1C(N(C=2N(C(N(C(C12)=O)[Si](C)(C)C)=O)[Si](C)(C)C)[Si](C)(C)C)=O Tetrakis(trimethylsilyl)uric acid